FC1=C(C=CC(=C1)F)N1CC2(CN(C2)CC2=CC3=C(N=C(C(N3)=O)CC)N=C2)C1 7-((6-(2,4-difluorophenyl)-2,6-diazaspiro[3.3]heptan-2-yl)methyl)-3-ethylpyrido[2,3-b]pyrazin-2(1H)-one